((R)-2-(aminomethyl)morpholinyl)((S)-1-(4-fluorophenyl)-3,4-dihydroisoquinolin-2(1H)-yl)methanone NC[C@@H]1CN(CCO1)C(=O)N1[C@H](C2=CC=CC=C2CC1)C1=CC=C(C=C1)F